5-((4-Fluoro-2-nitrophenyl)-amino)-1-methyl-1H-pyrazole-4-carbaldehyde FC1=CC(=C(C=C1)NC1=C(C=NN1C)C=O)[N+](=O)[O-]